C1(CC1)C=1N=NN(C1)[C@H](C(=O)N1[C@@H](C[C@H](C1)O)C(=O)NCCNS(=O)(=O)CC1=NOC=C1)C(C)(C)C (2S,4r)-1-[(2S)-2-(4-cyclopropyl-triazol-1-yl)-3,3-dimethyl-butyryl]-4-hydroxy-N-[2-(isoxazol-3-ylmethyl-sulfonylamino)ethyl]pyrrolidine-2-carboxamide